5-nitro-4H-1,4-benzoxazin-3-one [N+](=O)([O-])C1=CC=CC2=C1NC(CO2)=O